2-(3-oxo-2,3-dihydro-1H-inden-1-ylmethylene)malononitrile O=C1CC(C2=CC=CC=C12)C=C(C#N)C#N